C(C)(C)(C)NC(=O)C1=NC=CC(=C1)NC(=O)C1CCCC2=CC=CC=C12 N-tert-butyl-4-(1,2,3,4-tetrahydronaphthalene-1-carbonylamino)pyridine-2-carboxamide